azirene N1C=C1